4-(methylthio)-1H-pyrazole CSC=1C=NNC1